N-allylcyclohexylamine C(C=C)NC1CCCCC1